N1=NC(=CC=C1)C=1C(NC(NC1)=O)=O 5-(pyridazin-3-yl)pyrimidine-2,4(1H,3H)-dione